allyl (1-(4-(4-(4-((tert-butoxycarbonyl)amino)-1-methyl-1H-imidazole-2-carboxamido)phenyl)-1-methyl-1H-pyrrole-2-carbonyl)-1H-indol-5-yl)carbamate C(C)(C)(C)OC(=O)NC=1N=C(N(C1)C)C(=O)NC1=CC=C(C=C1)C=1C=C(N(C1)C)C(=O)N1C=CC2=CC(=CC=C12)NC(OCC=C)=O